1-[2-(2,6-dioxo-3-piperidinyl)-1,3-dioxo-isoindolin-4-yl]piperidine-4-carbaldehyde O=C1NC(CCC1N1C(C2=CC=CC(=C2C1=O)N1CCC(CC1)C=O)=O)=O